Lithium quinoxaline-6-carboxylate N1=CC=NC2=CC(=CC=C12)C(=O)[O-].[Li+]